SC1=CC=C(C=C1)N1C(=NC2=C(C=CC=C2C1=O)OC)C 3-(4-mercaptophenyl)-8-methoxy-2-methylquinazolin-4(3H)-one